COC(=O)N[C@@H]1CN(CC1)C(=O)OC(C)(C)C Tert-butyl (3S)-3-[(methoxycarbonyl)amino]pyrrolidine-1-carboxylate